tert-butyl (1-(4-(7-((3-((difluoromethyl)sulfonyl)benzamido)methyl)-1,6-naphthyridin-2-yl)pyrimidin-2-yl)-3,3-difluoropiperidin-4-yl)carbamate FC(S(=O)(=O)C=1C=C(C(=O)NCC2=NC=C3C=CC(=NC3=C2)C2=NC(=NC=C2)N2CC(C(CC2)NC(OC(C)(C)C)=O)(F)F)C=CC1)F